C[C@@H]1CN(CCC1)C(C)C1=C2C(=NC(=C1)C#N)C=CN2COCC[Si](C)(C)C 7-(1-((S)-3-methylpiperidin-1-yl)ethyl)-1-((2-(trimethylsilyl)ethoxy)methyl)-1H-pyrrolo[3,2-b]pyridine-5-carbonitrile